4,5-dimethylhex-1,5-diene CC(CC=C)C(=C)C